9-bromo-8-methoxy-1-propyl-5,6-dihydroimidazo[5,1-a]isoquinoline BrC1=C(C=C2CCN3C(C2=C1)=C(N=C3)CCC)OC